(E)-N-(3-(2-(1-(cyanomethyl)-1H-pyrazol-4-yl)vinyl)-1H-indazol-5-yl)-3,5-difluorobenzenesulfonamide C(#N)CN1N=CC(=C1)/C=C/C1=NNC2=CC=C(C=C12)NS(=O)(=O)C1=CC(=CC(=C1)F)F